1-(4-(4-coumarinyl)-phenyl)-3-(4-chlorophenyl)-2-propen-1-one O1C(=O)C=C(C2=CC=CC=C12)C1=CC=C(C=C1)C(C=CC1=CC=C(C=C1)Cl)=O